OC(C(C)(C)C)C1=CC=C(C(=O)O)C=C1 4-(1-hydroxy-2,2-dimethylpropyl)benzoic acid